3-ethylcyclopropan-1,2-diol C(C)C1C(C1O)O